C(C=C)(=O)N1CCCC1 acryloylpyrrolidin